Cl.COC(C(C(CP(=O)(C1=CC=CC=C1)C1=CC=CC=C1)N)CC)=O 3-amino-4-(diphenylphosphoryl)-2-ethylbutanoic acid methyl ester hydrochloride